(2-hydroxyphenyl)boric acid OC1=C(C=CC=C1)OB(O)O